C(C)(C)(C)OC(=O)N1CC(N(CC1)C=1C=C(C=CC1)C=1C(=C2C(=NC1)N(C=C2I)C(=O)OC(C)(C)C)Cl)=O tert-butyl 5-(3-(4-(tert-butoxycarbonyl)-2-oxopiperazin-1-yl) phenyl)-4-chloro-3-iodo-1H-pyrrolo[2,3-b]pyridine-1-carboxylate